ClC1=C(C(=O)NC2=CC(=C(C=C2)F)C)C=CC=C1C(C(=O)N1CCC(CC1)O)(F)F 2-chloro-3-(1,1-difluoro-2-(4-hydroxypiperidin-1-yl)-2-oxoethyl)-N-(4-fluoro-3-methylphenyl)benzamide